4-(2-hydroxy-ethyl)pyridine OCCC1=CC=NC=C1